CN(C(=O)C=1NC(=CC1)C=1C=NN(C1)C1=CC=CC=C1)C1CCOCC1 N-methyl-N-(oxan-4-yl)-5-(1-phenyl-1H-pyrazol-4-yl)-1H-pyrrole-2-carboxamide